(2S,4R)-4-cyclopropoxy-2-(hydroxymethyl)pyrrolidine-1-carboxylic acid tert-butyl ester C(C)(C)(C)OC(=O)N1[C@@H](C[C@H](C1)OC1CC1)CO